1-[(5-Methylthiophen-2-Yl)Methyl]-4-(Piperazin-1-Yl)-2-(Trifluoromethyl)-1H-Indole CC1=CC=C(S1)CN1C(=CC2=C(C=CC=C12)N1CCNCC1)C(F)(F)F